4-bromo-3-methyl-1-(propan-2-yl)-1H-pyrazole-5-carbonitrile BrC=1C(=NN(C1C#N)C(C)C)C